C(CCC)[B-](C1=CC=CC=C1)(C1=CC=CC=C1)C1=CC=CC=C1.C[N+](C)(C)C Tetramethyl-ammonium n-butyl-triphenylborate